5-methyloxyuridine COC=1C(NC(N([C@H]2[C@H](O)[C@H](O)[C@@H](CO)O2)C1)=O)=O